C(CC)CCC(=O)[O-] 3-propylpropionate